4-bromo-6-methyl-1,5,6,7-tetrahydrocyclopenta[f]indazole BrC1=C2C=NNC2=CC2=C1CC(C2)C